C1(CC1)CN[C@H]1CN(CCC1)C=1C=NC(=CC1)C1(COC1)N1N=NC(=C1)C1=NC(=CN=C1)N1CC(CC1)(C)C (R)-N-(cyclopropylmethyl)-1-(6-(3-(4-(6-(3,3-dimethylpyrrolidin-1-yl)pyrazin-2-yl)-1H-1,2,3-triazol-1-yl)oxetan-3-yl)pyridin-3-yl)piperidin-3-amine